(R)-3-(2-acetyl-6-(3-Isopropyl-1H-pyrrolo[2,3-b]pyridin-5-yl)-1,2,3,4-tetrahydroisoquinolin-8-yl)morpholine-4-carboxylic acid tert-butyl ester C(C)(C)(C)OC(=O)N1[C@@H](COCC1)C=1C=C(C=C2CCN(CC12)C(C)=O)C=1C=C2C(=NC1)NC=C2C(C)C